N-ethoxyoxalyl-alanine ethyl ester C(C)OC([C@@H](N(OCC)C(C(=O)O)=O)C)=O